FC=1C=CC=2C(=NOC2)C1 6-fluorobenzo[c]isoxazole